CC(C(=O)O)(CO[N+](=O)[O-])C 2,2-dimethyl-3-(nitrooxy)propanoic acid